CN1C(C2=CC=C(C=C2C1=O)NC1=CC=C(C=C1)N1CCC(CC1)C(F)(F)F)=O 2-Methyl-5-((4-(4-(trifluoromethyl)piperidin-1-yl)phenyl)amino)isoindoline-1,3-dione